Cyclohexanepropanoic acid, 2-propen-1-yl ester C1(CCCCC1)CCC(=O)OCC=C